α-hydroxystearic acid OC(C(=O)O)CCCCCCCCCCCCCCCC